FC([C@H]1N(C(OC1(C)C)=C=O)C=1N=C2N(CCOC3=C2C=CC(=C3)N[C@H](C(=O)N)C)C1)F (S)-2-((2-((S)-4-(difluoromethyl)-5,5-dimethyl-2-carbonyloxazolidin-3-yl)-5,6-dihydrobenzo[f]imidazo[1,2-d][1,4]oxazepin-9-yl)amino)propanamide